C(=O)=C1NC(CCC1N1C(C2=CC(=C(C=C2C1=O)F)F)=O)=C=O 2-(2,6-Dicarbonylpiperidin-3-yl)-5,6-difluoroisoindoline-1,3-dione